OC1=C(C=C2CCCN3C2=C1CCC3)C=O 8-Hydroxy-2,3,6,7-tetrahydro-1H,5H-pyrido[3,2,1-ij]quinoline-9-carbaldehyde